6-(4-Fluoro-2-methyl-1,3-benzoxazol-6-yl)-2-(1-methylpiperidin-4-yl)quinazolin-4(3H)-one FC1=CC(=CC2=C1N=C(O2)C)C=2C=C1C(NC(=NC1=CC2)C2CCN(CC2)C)=O